Cl.C(C1=CC=CC=C1)OC1=CC=C(C=C1)C1=NC(=NO1)C1=CC=C(C2=CC=CC=C12)CN1CC(C1)C(=O)O ((4-(5-(4-(benzyloxy)phenyl)-1,2,4-oxadiazol-3-yl)naphthalen-1-yl)methyl)azetidine-3-carboxylic acid hydrochloride